(S)-2-(((tert-butyldiphenylsilyl)oxy)methyl)-4-(m-tolyl)-2,5-dihydro-1H-pyrrole-1-carboxylic acid tert-butyl ester C(C)(C)(C)OC(=O)N1[C@@H](C=C(C1)C=1C=C(C=CC1)C)CO[Si](C1=CC=CC=C1)(C1=CC=CC=C1)C(C)(C)C